4-(3,5-dichloro-2-(4,4,5,5-tetramethyl-1,3,2-dioxaborolan-2-yl)phenoxy)-2-(2,4-difluorophenyl)-1-(1H-1,2,4-triazol-1-yl)butan-2-ol ClC=1C(=C(OCCC(CN2N=CN=C2)(O)C2=C(C=C(C=C2)F)F)C=C(C1)Cl)B1OC(C(O1)(C)C)(C)C